[N+](=O)([O-])[O-].[Zr+2].[N+](=O)([O-])[O-] Zirconium (II) nitrate